BrC=1C=C(N(C1C)C)C#N 4-bromo-1,5-dimethyl-2-cyanopyrrole